COC(=O)C=1C=CC(=NC1)C[N+]1=NOC(=C1)[N-]C(NC1=CC(=CC(=C1)C(F)(F)F)NC(CC1=CC=CC=C1)=O)=O (3-((5-(Methoxycarbonyl)pyridin-2-yl)methyl)-1,2,3-oxadiazol-3-ium-5-yl)((3-(2-phenylacetamido)-5-(trifluoromethyl)phenyl)carbamoyl)amide